OCC=C 1-hydroxymethylethylene